N-benzyl-2-(2-chloro-4-methoxy-phenyl)-7-(3,4-dichlorobenzoyl)-3-oxo-6,8-dihydro-5H-imidazo[1,5-a]pyrazine-1-carboxamide C(C1=CC=CC=C1)NC(=O)C=1N(C(N2C1CN(CC2)C(C2=CC(=C(C=C2)Cl)Cl)=O)=O)C2=C(C=C(C=C2)OC)Cl